(S)-5-methyl-7-bromo-3-tritylamino-2,3-dihydrobenzo[b][1,4]oxazepin CN1C2=C(OC[C@H](C1)NC(C1=CC=CC=C1)(C1=CC=CC=C1)C1=CC=CC=C1)C=CC(=C2)Br